2-[[4-(5-amino-1-methyl-1,2,4-triazol-3-yl)phenyl]methylenehydrazono]-3-(2-isopropylphenyl)thiazolidine-4-on NC1=NC(=NN1C)C1=CC=C(C=C1)C=NN=C1SCC(N1C1=C(C=CC=C1)C(C)C)=O